BrC1=C(C(=C(C=C1)NC(C)=S)F)F N-(4-bromo-2,3-difluorophenyl)ethanethioamide